FC=1C(=NC(=CC1)C=1C=NN(C1)C(C)C1=CC=C(C=C1)OC(F)(F)F)C1=CC=2N(C=C1)N=C(N2)N 7-(3-fluoro-6-(1-(1-(4-(trifluoromethoxy)phenyl)ethyl)-1H-pyrazol-4-yl)pyridin-2-yl)-[1,2,4]triazolo[1,5-a]pyridin-2-amine